1-[4-(N-naphthylsulphamoyl)-phenyl]-3,3-dimethyl-urea C1(=CC=CC2=CC=CC=C12)NS(=O)(=O)C1=CC=C(C=C1)NC(=O)N(C)C